4-[5-(3,5-dichlorophenyl)-4,5-dihydro-5-trifluoromethyl-3-isoxazolyl]-2-iodo-6-methylbenzoic acid ClC=1C=C(C=C(C1)Cl)C1(CC(=NO1)C1=CC(=C(C(=O)O)C(=C1)C)I)C(F)(F)F